5-[[4-[(2,3-Dimethyl-2H-indazol-6-yl)methylamino]pyrimidin-2-yl]amino]-2-methylbenzenesulfonamide CN1N=C2C=C(C=CC2=C1C)CNC1=NC(=NC=C1)NC=1C=CC(=C(C1)S(=O)(=O)N)C